1,3-dichloro-1,3-diphenyl-1,3-dimethyldisiloxane Cl[Si](O[Si](C)(C1=CC=CC=C1)Cl)(C)C1=CC=CC=C1